N[C@H](CCCOC1=CC=C(C(=C1CN1C=NC=2C(=NC=C(C21)Cl)N)Cl)Cl)COC (R)-1-(6-((4-amino-5-methoxypentyl)oxy)-2,3-dichlorobenzyl)-7-chloro-1H-imidazo[4,5-c]pyridin-4-amin